(S)-6-fluoro-5-(1-(2-fluorophenyl)ethyl)-3-((pyridin-4-ylmethyl)amino)-4H-benzo[e][1,2,4]thiadiazine 1,1-dioxide FC=1C=CC2=C(NC(=NS2(=O)=O)NCC2=CC=NC=C2)C1[C@@H](C)C1=C(C=CC=C1)F